(2-Bromoethoxy)-tert-butyldimethylsilane BrCCO[Si](C)(C)C(C)(C)C